2-[(Endo)-3-amino-3-(difluoromethyl)-8-azabicyclo[3.2.1]oct-8-yl]-5-(4-chloro-2-methyl-2H-indazol-5-yl)-3-methyl-3H,4H,7H-pyrrolo[2,3-d]pyrimidin-4-one NC1(CC2CCC(C1)N2C=2N(C(C1=C(N2)NC=C1C1=C(C2=CN(N=C2C=C1)C)Cl)=O)C)C(F)F